NC=1C=C(C=C(C1)CO)C=1C=C2N(N=CC(=C2N[C@H]2C([C@@](CC2)(C)N)(C)C)C(=NC2=C(C=C(C=C2)O)CC)N)C1 6-[3-amino-5-(hydroxymethyl)phenyl]-4-[[(1R,3S)-3-amino-2,2,3-trimethyl-cyclopentyl]-amino]-N'-(2-ethyl-4-hydroxy-phenyl)pyrrolo[1,2-b]pyridazine-3-carboxamidine